(R)-octahydro-2H-pyrido[1,2-a]pyrazine C1[C@@H]2N(CCN1)CCCC2